NC1=CC=C(C=N1)N1CC(CCC1)C(=O)OCC Ethyl 1-(6-aminopyridin-3-yl)piperidine-3-carboxylate